[Cl-].C(CCC)[P+](CCC[Si](C)(C)Cl)(CCCC)CCCC tributyl{3-(chlorodimethylsilyl)propyl}phosphonium chloride